C1(=CC=CC=C1)N1CCC(CC1)NC=1C=C(C(=O)OC)C=CC1 Methyl 3-((1-phenylpiperidin-4-yl)amino)benzoate